methyl 4-methylcyclohexyl dicarbamate C(N)(OC)=O.C(N)(OC1CCC(CC1)C)=O